C1(CC1)C1=NC=C(C=N1)C(=O)NC1=C(C=CC=C1)COC 2-cyclopropyl-N-[2-(methoxymethyl)phenyl]pyrimidine-5-carboxamide